tert-butyl 5-[1-methyl-7-[4-(4-methylpiperazin-1-yl) anilino]-2-oxo-4H-pyrimido[4,5-d]pyrimidin-3-yl]-2-azabicyclo[2.2.1]heptane-2-carboxylate CN1C(N(CC=2C1=NC(=NC2)NC2=CC=C(C=C2)N2CCN(CC2)C)C2C1CN(C(C2)C1)C(=O)OC(C)(C)C)=O